O1C(=CC=C1)C=1C(NC(N(C1)[C@H]1O[C@H]([C@@H](C1)O)CO)=O)=O 5-(furan-2-yl)-1-((2S,4R,5S)-4-hydroxy-5-(hydroxymethyl)tetrahydrofuran-2-yl)pyrimidine-2,4(1H,3H)-dione